(2,4-dihydroxy-3-methoxyphenyl)ethan OC1=C(C=CC(=C1OC)O)CC